BrC1=CC=C(C(=C1C=O)O)F 6-bromo-3-fluoro-2-hydroxy-benzaldehyde